O=C1NC(CC[C@@H]1NC(=O)C=1C=CC2=C(OC[C@@H]3N2CCNC3)N1)=O (R)-N-((S)-2,6-dioxopiperidin-3-yl)-1,2,3,4,4a,5-hexahydropyrazino[1,2-d]pyrido[2,3-b][1,4]oxazine-8-carboxamide